(1R,4R)-4-((R)-1-aminoethyl)-N-(pyridin-4-yl)cyclohexanecarboxamide C[C@H](C1CCC(CC1)C(=O)NC2=CC=NC=C2)N